1-(5-(4-chlorobenzyl)-6-methoxy-[1,1'-biphenyl]-3-yl)-N-(3-(1,1-difluoropropyl)phenyl)-3-methyl-5-oxo-4,5-dihydro-1H-pyrazole-4-carboxamide ClC1=CC=C(CC=2C=C(C=C(C2OC)C2=CC=CC=C2)N2N=C(C(C2=O)C(=O)NC2=CC(=CC=C2)C(CC)(F)F)C)C=C1